C(C)(=O)[O-].C(CCCCCCC)OCC(C[N+](CCO)(CC)CC)O N-(octyloxy-2-hydroxypropyl)-diethyl-hydroxyethyl-ammonium acetate